C(C)N(C1(C(CCCC1)=O)C1=CC=CC=C1)CC 2-(diethylamino)-2-phenylcyclohexan-1-one